N-[2-(5-chloro-1,3-benzoxazol-2-yl)-2-azaspiro[3.3]heptan-6-yl]-5-ethylsulfonyl-furan-2-carboxamide ClC=1C=CC2=C(N=C(O2)N2CC3(C2)CC(C3)NC(=O)C=3OC(=CC3)S(=O)(=O)CC)C1